CC(CN1CCN(CC1)C1=CC=C(C=C1)C=1C=C2C(=NC1)C=C(N2C)C2=CC=C(C=C2)S(=O)(=O)C)(C)O 2-methyl-1-(4-(4-(1-methyl-2-(4-(methylsulfonyl)phenyl)-1H-pyrrolo[3,2-b]pyridin-6-yl)phenyl)piperazin-1-yl)propan-2-ol